N1=CC=NC2=C1C=CC(N2)=O Pyrido[3,2-e]Pyrazin-6(5H)-one